2-[2-(2-methoxyethoxy)ethoxy]-ethyl acrylate C(C=C)(=O)OCCOCCOCCOC